S1C(=CC=C1)C(=O)NC1=CC=C2C(=N1)C(=CN2)C2CCN(CC2)C(C)C 5-(2-thiophenecarbonyl)amino-3-(1-isopropylpiperidin-4-yl)pyrrolo[3,2-b]pyridine